FC(C=1C(=C(C=CC1)[C@@H](C)NC1=NC(=NC2=CC3=C(C=C12)N(C(CO3)=O)CCC)C)F)F (R)-4-((1-(3-(difluoromethyl)-2-fluorophenyl)ethyl)amino)-2-methyl-6-propyl-6H-[1,4]oxazino[3,2-g]quinazolin-7(8H)-one